methyl 3-(4-(1-(tert-butoxycarbonyl)pyrrolidin-2-yl)-2-fluorobenzamido)-2-imino-5-methoxy-2,3-dihydrobenzo[d]thiazole-6-carboxylate C(C)(C)(C)OC(=O)N1C(CCC1)C1=CC(=C(C(=O)NN2C(SC3=C2C=C(C(=C3)C(=O)OC)OC)=N)C=C1)F